C(C)(C)(C)N1CCC2(CC1)CN(C1=CC=CC=C12)S(=O)(=O)C1=CC=C(C=C1)S(=O)(=O)C tert-butyl-1-((4-(methylsulfonyl)phenyl)sulfonyl)spiro[indoline-3,4'-piperidine]